7-isopropoxy-2-((tetrahydrofuran-3-yl)methyl)imidazo[1,2-a]Pyrimidine-6-carboxylic acid C(C)(C)OC1=NC=2N(C=C1C(=O)O)C=C(N2)CC2COCC2